3-[4-(3,4-dihydro-1,6-naphthyridin-1(2H)-yl)-3-ethylphenyl]-1-[5-(trifluoromethyl)-3-pyridinyl]-2,4-imidazolidinedione N1(CCCC2=CN=CC=C12)C1=C(C=C(C=C1)N1C(N(CC1=O)C=1C=NC=C(C1)C(F)(F)F)=O)CC